ClC=1C(=C(CN2[C@@H](C[C@@](CC2)(C(=O)O)CC2=NC(=NC(=C2F)C(F)F)NC2=NNC(=C2)C)C)C=CC1)F (2R,4R)-1-(3-chloro-2-fluorobenzyl)-4-((6-(difluoromethyl)-5-fluoro-2-((5-methyl-1H-pyrazol-3-yl)amino)pyrimidin-4-yl)methyl)-2-methylpiperidine-4-carboxylic acid